1-Cyano-N,N-dimethyl-2'-oxo-1',4'-dihydro-2'H-spiro[pyrrolidin-3,3'-chinolin]-7'-carboxamid C(#N)N1CC2(C(NC3=CC(=CC=C3C2)C(=O)N(C)C)=O)CC1